O1C(COCC1)CNC1=C(C=C(C=C1)S(=O)(=O)NC(C1=C(C=CC=C1)OC=1C=C2C(=NC1)NC=C2)=O)[N+](=O)[O-] N-({4-[(1,4-dioxan-2-ylmethyl)amino]-3-nitrophenyl}sulfonyl)-2-(1H-pyrrolo[2,3-b]pyridin-5-yloxy)benzamide